(S)-5-(1-((tert-butyldimethylsilyl)oxy)-2,2,2-trifluoroethyl)-4-methoxy-1-methyl-1H-indazol-3-amine [Si](C)(C)(C(C)(C)C)O[C@H](C(F)(F)F)C=1C(=C2C(=NN(C2=CC1)C)N)OC